4-(3-((r,3s,5r,7s)-3-hydroxyadamantan-1-yl)ureido)-N-isobutylbenzamide OC12CC3(C[C@H](C[C@@H](C1)C3)C2)NC(NC2=CC=C(C(=O)NCC(C)C)C=C2)=O